C(C1=CC=CC=C1)N1C[C@@H](N(C[C@H]1CC)C1=CC(N(C=2C=CC(=NC12)C#N)C)=O)C 8-[(2s,5r)-4-benzyl-5-ethyl-2-methylpiperazin-1-yl]-5-methyl-6-oxo-5,6-dihydro-1,5-naphthyridine-2-carbonitrile